CC(=CC=O)CCC 3-METHYL-HEX-2-ENAL